((S)-2-amino-3-(3,4-dihydroxyphenyl)propanoyl)-Z-tyrosine N[C@H](C(=O)N[C@@H](CC1=CC=C(C=C1)O)C(=O)O)CC1=CC(=C(C=C1)O)O